(1-(4-aminopyrimidin-2-yl)-4-methoxypiperidine-4-yl)methyl-carbamic acid tert-butyl ester C(C)(C)(C)OC(NCC1(CCN(CC1)C1=NC=CC(=N1)N)OC)=O